(R)-4-(7-(4-chloropyridin-2-yl)-5-(2-oxoazetidin-1-yl)-7H-pyrrolo[2,3-d]pyrimidin-4-yl)-2-methylpiperazine-1-carboxylic acid tert-butyl ester C(C)(C)(C)OC(=O)N1[C@@H](CN(CC1)C=1C2=C(N=CN1)N(C=C2N2C(CC2)=O)C2=NC=CC(=C2)Cl)C